C(CC(C)C)OC(C)COC(C)COC(C)CO tripropylene glycol isopentyl ether